N([N+](=O)[O-])C1=NC=CC=C1 2-nitramidopyridine